B(O)(O)O.[Al] aluminum boric acid